C(#N)C=1N=CC(=NC1)NC1=CC(=C(N=N1)C=1OC(=NN1)C)NCC1CN(CCC1)C(=O)OC(C)(C)C tert-butyl 3-((6-(5-cyanopyrazin-2-ylamino)-3-(5-methyl-1,3,4-oxadiazol-2-yl) pyridazin-4-ylamino)methyl)piperidine-1-carboxylate